ClC=1C(=NC(=NC1)NC1=CC=C(C=C1)N1CCOCC1)OCC1CCC(CC1)NCC(F)(F)F 5-chloro-N-(4-morpholinophenyl)-4-(((1R,4R)-4-((2,2,2-trifluoroethyl)amino)cyclohexyl)methoxy)pyrimidin-2-amine